Cl.C(C)(C)C1=C(OC=2C=CC(=C(C2)CO)C2CN(CC2)CC2=NC=C(C=C2)C)C=CC=C1 (5-(2-isopropylphenoxy)-2-(1-((5-methylpyridin-2-yl)methyl)pyrrolidin-3-yl)phenyl)methanol hydrochloride